(1,2,3,4-tetramethyl-5-n-propylcyclopentadienyl)(indenyl)zirconium dibromide [Br-].[Br-].CC1(C(=C(C(=C1CCC)C)C)C)[Zr+2]C1C=CC2=CC=CC=C12